ClC=1C(=NC=C(C1)NC(=O)NC=1C=NC=2N(C1C1CCCC1)N=CC2)C2=NOC(=N2)CCCC(=O)OCC Ethyl 4-{3-[3-chloro-5-({[(7-cyclopentylpyrazolo[1,5-a]pyrimidin-6-yl)amino]carbonyl}amino)pyridin-2-yl]-1,2,4-oxadiazol-5-yl}butanoate